tert-butyl 2-(dimethylcarbamoyl)-3-iodo-4,6,7,8-tetrahydropyrazolo[1,5-a][1,4]diazepine-5-carboxylate CN(C(=O)C1=NN2C(CN(CCC2)C(=O)OC(C)(C)C)=C1I)C